6-(1-methyl-1H-pyrazol-4-yl)-4-(5-methyl-6-(piperazin-1-yl)pyridin-3-yl)pyrazolo[1,5-a]pyridine-3-carbonitrile dihydrochloride Cl.Cl.CN1N=CC(=C1)C=1C=C(C=2N(C1)N=CC2C#N)C=2C=NC(=C(C2)C)N2CCNCC2